O1C(=NC=C1)C(=C=C)C=1OC=CN1 oxazolyl-methylene-Oxazolyl-ethylene